2-[(2Z)-2-(aminomethyl)-3-fluoroprop-2-en-1-yl]-4-({5-[6-(trifluoromethyl)pyridin-3-yl]thiophen-2-yl}methyl)-2,4-dihydro-3H-1,2,4-triazol-3-one hydrochloride Cl.NC/C(/CN1N=CN(C1=O)CC=1SC(=CC1)C=1C=NC(=CC1)C(F)(F)F)=C/F